C1(CC1)N(CCC(C(=O)O)NC(=O)OCCOC)CCCCC1=NC=2NCCCC2C=C1 4-[cyclopropyl-[4-(5,6,7,8-tetrahydro-1,8-naphthyridin-2-yl)butyl]amino]-2-(2-methoxyethoxycarbonylamino)butanoic acid